CCCCCCC/C=C/C=O (2E)-Decenal